Decyltrimethylammonium bromine [Br+].C(CCCCCCCCC)[N+](C)(C)C